C(C)C1=C(C(=O)NCCOCCNCCO)C=CC(=C1)NC=1C=2N(C=CN1)C(=CN2)C2=CC=C(C=C2)OC 2-ethyl-N-[2-[2-(2-hydroxyethyl-amino)ethoxy]ethyl]-4-[[3-(4-methoxyphenyl)imidazo[1,2-a]pyrazin-8-yl]amino]benzamide